N-(2-((tert-butyldimethylsilyl)oxy)ethyl)-7-chloro-8-fluoro-5-methoxy-2-(methylthio)pyrido[4,3-d]pyrimidin-4-amine [Si](C)(C)(C(C)(C)C)OCCNC=1C2=C(N=C(N1)SC)C(=C(N=C2OC)Cl)F